2-carbamoyl-4-((2S,3R,4S,5R)-3-(3,4-difluoro-2-methoxyphenyl)-4,5-dimethyl-5-(trifluoromethyl)tetrahydrofuran-2-carboxamido)pyridine 1-oxide C(N)(=O)C1=[N+](C=CC(=C1)NC(=O)[C@H]1O[C@]([C@H]([C@@H]1C1=C(C(=C(C=C1)F)F)OC)C)(C(F)(F)F)C)[O-]